1-(4-((4-((5-(furan-2-yl)-2-methoxyphenyl)amino)-7-(2-morpholinoethoxy)quinazolin-6-yl)oxy)piperidin-1-yl)prop-2-en-1-one O1C(=CC=C1)C=1C=CC(=C(C1)NC1=NC=NC2=CC(=C(C=C12)OC1CCN(CC1)C(C=C)=O)OCCN1CCOCC1)OC